[OH-].C1(CCCCC1)N1C=[N+](C=C1)C1CCCCC1 1,3-dicyclohexylimidazolium hydroxide